3-(2-methoxymethoxy-5-propyl-phenyl)-3-phenyl-acrylic acid COCOC1=C(C=C(C=C1)CCC)C(=CC(=O)O)C1=CC=CC=C1